C1C(CC=CCCCC=C)C(=O)OC1=O 4,9-decadiene-1,2-dicarboxylic acid anhydride